N-(1-(4-(trifluoromethyl)benzyl)-1H-indazol-3-yl)-1,2,5-oxadiazole-3-carboxamide FC(C1=CC=C(CN2N=C(C3=CC=CC=C23)NC(=O)C2=NON=C2)C=C1)(F)F